titanium tin sulfur [S].[Sn].[Ti]